C(CCCCCCCCCC)OC(CCCCCCC)=O octanoic acid undecyl ester